S-Ethyl 2-Acetylaminoethanethioate C(C)(=O)NCC(SCC)=O